2-phenoxyl-1-phenylpropan-1,3-diol O(C1=CC=CC=C1)C(C(O)C1=CC=CC=C1)CO